ClC=1C(=NC=CC1OC1=C(C=C(C=C1)C#C)Cl)N1CCC(CC1)NC(OC(C)(C)C)=O t-butyl (1-(3-chloro-4-(2-chloro-4-ethynylphenoxy)pyridin-2-yl)piperidin-4-yl)carbamate